C1(CCC1)NC=1C=C(C=CC1)C(=O)N1CCC(CC1)(O)CN1CC2=CC=CC=C2CC1 (3-(Cyclobutylamino)phenyl)(4-((3,4-dihydroisoquinolin-2(1H)-yl)methyl)-4-hydroxypiperidin-1-yl)methanone